FC=1C=C(C=C(C1)F)C1CC=NN1C(=O)C12CC(C1)(C2)CN2C(C(C1=CC=CC=C21)(F)F)=O 1-((3-(5-(3,5-difluorophenyl)-4,5-dihydro-1H-pyrazole-1-carbonyl)bicyclo[1.1.1]Pent-1-yl)methyl)-3,3-difluoroindolin-2-one